2-(2,4-dimethylphenyl)-2,2-difluoro-ethylamine CC1=C(C=CC(=C1)C)C(CN)(F)F